N-(4-chlorophenyl)-2-(6-fluoroquinoline-4-yl)-7-azaspiro[3.5]nonane-7-carboxamide ClC1=CC=C(C=C1)NC(=O)N1CCC2(CC(C2)C2=CC=NC3=CC=C(C=C23)F)CC1